4-(4-[[1-(tert-Butoxycarbonyl)piperidin-3-yl]methoxy]phenyl)piperidine-1-carboxylic acid benzyl ester C(C1=CC=CC=C1)OC(=O)N1CCC(CC1)C1=CC=C(C=C1)OCC1CN(CCC1)C(=O)OC(C)(C)C